(1-METHYLCYCLOPROPYL)-6-(3-MORPHOLINOPROP-1-YN-1-YL)-7H-PYRROLO[2,3-D]PYRIMIDINE-5-CARBOXAMIDE CC1(CC1)C=1N=CC2=C(N1)NC(=C2C(=O)N)C#CCN2CCOCC2